N1=C(C=CC=C1)C1C(CN1)N 4-(2-pyridyl)-3-azetidineamine